N(=[N+]=[N-])C=1C(=NN=NC1)C(=O)[O-] azidotriazineAT